acetic acid [(Z)-hex-3-enyl] ester C(C\C=C/CC)OC(C)=O